5-(cyclopropylmethyl)-4-(6-cyclopropylpyridin-3-yl)-N-methyl-2-(2-methyl-2H-indazol-5-yl)-3-oxo-3,5-dihydro-2H-pyrrolo[3,2-c]pyridazine-7-sulfonamide C1(CC1)CN1C=C(C2=NN(C(C(=C21)C=2C=NC(=CC2)C2CC2)=O)C2=CC1=CN(N=C1C=C2)C)S(=O)(=O)NC